CC(CCO)CCCC(CCC)C 3,7-dimethyldecane-ol